C1(CC1)C=1N=CN(C1)C1CC2(CN(C2)C(=O)C=2C=NC(=C(C2)F)OCC2(CC2)C(F)(F)F)C1 [6-(4-cyclopropylimidazol-1-yl)-2-azaspiro[3.3]heptan-2-yl]-[5-fluoro-6-[[1-(trifluoromethyl)cyclopropyl]methoxy]-3-pyridinyl]methanone